OC1C2=C(N(S(C3=C1C=CC(=C3)I)(=O)=O)C)C=CC=C2 11-Hydroxy-3-iodo-6-methyl-6,11-dihydrodibenzo[c,f][1,2]thiazepine 5,5-dioxide